C1(CC1)C=1C(=CN(C(C1)=O)C)C=1C=NN(C1)C1=C(C(=O)NS(=O)(=O)CC)C=CC=C1 Ethanesulfonic acid 2-[4-(4-cyclopropyl-1-methyl-6-oxo-1,6-dihydro-pyridin-3-yl)-pyrazol-1-yl]-benzoylamide